N-ethyl-N,N-dimethyl-2-methoxyethyl-ammonium C(C)[N+](C)(C)CCOC